1,1,1,2,2,3,3,4,4,5,5,6,6,7,7,8,8,9,9,10,10-henicosafluoropentadecane FC(C(C(C(C(C(C(C(C(C(CCCCC)(F)F)(F)F)(F)F)(F)F)(F)F)(F)F)(F)F)(F)F)(F)F)(F)F